N-(1-(4-methoxyphenyl)-2-oxo-2-((4-(trimethylsilyl)phenyl)amino)ethyl)-N-methyl-1,2-oxazole-5-carboxamide COC1=CC=C(C=C1)C(C(NC1=CC=C(C=C1)[Si](C)(C)C)=O)N(C(=O)C1=CC=NO1)C